C1=NC=CC2=C1NC1=CN=CC=C12 9H-pyrrolo[2,3-c:5,4-c']dipyridin